C1(CC1)C=1N=C2N(C=C(N=C2)C2=CC(=C(C=C2)F)C(C)C)C1C1=C(C=C(C=C1F)O)F 4-[2-cyclopropyl-6-(4-fluoro-3-isopropyl-phenyl)-imidazo[1,2-a]pyrazin-3-yl]-3,5-difluoro-phenol